BrC1=C(C(=C(C(=C1C(C(=O)O)=C)Br)Br)Br)Br.C(C(=C)C)(=O)OC1=C(C(=C(C(=C1Cl)Cl)Cl)Cl)Cl pentachlorophenyl methacrylate pentabromophenyl-acrylate